NC1=C2NC(N(C2=NC(=N1)P(=O)(C)C)CC=1C=NC(=CC1)NC1CN(CC1)C)=O 6-amino-2-dimethylphosphoryl-9-[[6-[(1-methylpyrrolidin-3-yl)amino]-3-pyridyl]methyl]-7H-purin-8-one